N-[6-cyclopropyl-4-[4-fluoro-2-(4-methyl-1,2,4-triazol-3-yl)phenyl]pyridin-2-yl]-5-[[(3S)-3-methylpiperidin-1-yl]methyl]-1-(oxan-4-ylmethyl)-2-oxopyridine-3-carboxamide C1(CC1)C1=CC(=CC(=N1)NC(=O)C=1C(N(C=C(C1)CN1C[C@H](CCC1)C)CC1CCOCC1)=O)C1=C(C=C(C=C1)F)C1=NN=CN1C